C1(CC1)C1=C(C=CC(=N1)C(=O)NC1=CC(=CC=C1)[C@@H](CC1=NN=CN1C)C)CO (R)-6-cyclopropyl-5-(hydroxymethyl)-N-(3-(1-(4-methyl-4H-1,2,4-triazol-3-yl)propan-2-yl)phenyl)pyridinecarboxamide